FC1=NN2C(C=NC3=C(C(=CC=C23)CO)F)=C1 2,6-difluoro-7-(hydroxymethyl)pyrazolo[1,5-a]quinoxalin